CC1(CC1)C1=NOC=C1C(=O)N 3-(1-methylcyclopropyl)isoxazole-4-carboxamide